N-(8'-bromo-2-methyl-4'H-spiro[cyclopropane-1,5'-naphtho[2,1-d]isoxazol]-3'-yl)-2-methoxybenzenesulfonamide BrC1=CC=C2C3(CC=4C(=NOC4C2=C1)NS(=O)(=O)C1=C(C=CC=C1)OC)C(C3)C